(S)-4-ethoxy-N-(7-fluoro-2-methyl-2H-indazol-5-yl)-2-(3-methylpiperazin-1-yl)pyrimidine-5-carboxamide formate salt C(=O)O.C(C)OC1=NC(=NC=C1C(=O)NC1=CC2=CN(N=C2C(=C1)F)C)N1C[C@@H](NCC1)C